C(#N)C=1C=C2C(=C(C(N(C2=CC1O[C@@H]1COCC1)C)=O)C(=O)N)N1CCC(CC1)(C=1OC2=C(N1)C=C(C=C2)C)C 6-cyano-1-methyl-4-[4-methyl-4-(5-methyl-1,3-benzooxazol-2-yl)piperidin-1-yl]-2-oxo-7-{[(3S)-oxolan-3-yl]oxy}-1,2-dihydroquinoline-3-carboxamide